(Z)-3-(2-bromobenzylidene)-5-fluoroindolin-2-one BrC1=C(\C=C\2/C(NC3=CC=C(C=C23)F)=O)C=CC=C1